1-([4-[2-(4-bromo-3-chlorophenyl)ethyl]-5-oxo-4,5-dihydro-1,3,4-oxadiazol-2-yl]methyl)-7-methyl-6,7-dihydro-1H-purin-6-one BrC1=C(C=C(C=C1)CCN1N=C(OC1=O)CN1C=NC=2N=CN(C2C1=O)C)Cl